methyl 5-(N,N-dimethylsulfamoyl)-2-hydroxybenzoate CN(S(=O)(=O)C=1C=CC(=C(C(=O)OC)C1)O)C